sulfanilic acid-13C6 S(=O)([13C]1=[13CH][13CH]=[13C]([13CH]=[13CH]1)N)(=O)O